NC=1C=C2C=NNC2=C(C1)B(O)O 5-amino-1H-indazole-7-boronic acid